2-(1-(3-chlorophenyl)-1H-pyrazol-3-yl)propanoic acid ClC=1C=C(C=CC1)N1N=C(C=C1)C(C(=O)O)C